NCCOCCOCCN 2-(2-(2-aminoethoxy)-ethoxy)ethanamine